6-chloropicolinaldehyde oxime ClC1=CC=CC(=N1)C=NO